1-(imidazo[1,2-a]pyridin-3-ylmethyl)-N-(3-(trifluoromethoxy)phenyl)indoline-6-carboxamide N=1C=C(N2C1C=CC=C2)CN2CCC1=CC=C(C=C21)C(=O)NC2=CC(=CC=C2)OC(F)(F)F